ClC1=CC=CC=2N1N=C(C2)[C@@H]2N(CCC1=C2N=CN1)C(=O)C=1OC(=NN1)C1=NC=CC=C1F (R)-(4-(7-chloropyrazolo[1,5-a]pyridin-2-yl)-6,7-dihydro-1H-imidazo[4,5-c]pyridin-5(4H)-yl)(5-(3-fluoropyridin-2-yl)-1,3,4-oxadiazol-2-yl)methanone